C(C)OC(=O)C1=CN(C=CC1=O)C(CO)C(C)C (1-hydroxy-3-methylbutan-2-yl)-4-oxo-1,4-dihydropyridine-3-carboxylic acid ethyl ester